CC1=CC(=C(N1)/C=C\2/C3=CC=CC=C3NC2=O)C 3-[(2,4-dimethylpyrrol-5-yl)methylidenyl]indolin-2-one